4-(6-(difluoromethoxy)-5-nitro-2H-indazol-2-yl)piperidine-1-carboxylic acid tert-butyl ester C(C)(C)(C)OC(=O)N1CCC(CC1)N1N=C2C=C(C(=CC2=C1)[N+](=O)[O-])OC(F)F